C(CC)(=O)OCCC1=C(N=CS1)C 2-(4-methyl-5-thiazolyl)ethyl propionate